C1(CCC1)C=1OC(=NN1)N1[C@H](C2=C(CC1)NC=N2)C2=NN1C(C(=CC=C1)C(F)F)=C2 (R)-2-cyclobutyl-5-(4-(4-(difluoromethyl)pyrazolo[1,5-a]pyridin-2-yl)-6,7-dihydro-1H-imidazo[4,5-c]pyridin-5(4H)-yl)-1,3,4-oxadiazole